tert-butyl N-[[4-[[7-[bis[(2,4-dimethoxyphenyl)methyl]amino]-4-isopropoxy-2-propylsulfinylimidazo[4,5-d]pyridazin-3-yl]methyl]phenyl]methyl]carbamate COC1=C(C=CC(=C1)OC)CN(C=1N=NC(=C2C1N=C(N2CC2=CC=C(C=C2)CNC(OC(C)(C)C)=O)S(=O)CCC)OC(C)C)CC2=C(C=C(C=C2)OC)OC